FC1=CN=C2N1C=C(N=C2N2[C@H](CC2)C(F)(F)F)C=2C=NN(C2)C2CN(C2)C(=O)OC(C)(C)C tert-butyl 3-[4-[3-fluoro-8-[(2R)-2-(trifluoromethyl)azetidin-1-yl]imidazo[1,2-a]pyrazin-6-yl]pyrazol-1-yl]azetidine-1-carboxylate